6-chloro-2-(2,2,2-trifluoroethoxy)chromone ClC=1C=C2C(C=C(OC2=CC1)OCC(F)(F)F)=O